N-butyl-methylamine C(CCC)NC